FC=1C=CC(=NC1)[C@]1(C2(CC(C1)C2)C(=O)C2=CC1=CC=CC=C1C=C2)C ((1S,2R,4R)-2-(5-fluoropyridin-2-yl)-2-methylbicyclo[2.1.1]hexan-1-yl)(naphthalen-2-yl)methanone